5-[tert-butyl-(diphenyl)silyl]oxy-1,4-dihydro-3,1-benzoxazin-2-one C(C)(C)(C)[Si](OC1=CC=CC2=C1COC(N2)=O)(C2=CC=CC=C2)C2=CC=CC=C2